tertiary butyl-salicylaldoxime C(C)(C)(C)OC=1C(C=NO)=CC=CC1